S(C(C(=O)OCC)O)C(C(=O)OCC)O Diethyl 2,2'-Thiodiglycolate